ClC1=C(C(=CC=C1)Br)Cl 1,2-dichloro-3-bromobenzene